(S)-1-(3-aminopropyl)-3-(3-chloro-4-fluorophenyl)-1-(1-(1-oxo-1,2-dihydroisoquinolin-4-yl)ethyl)urea NCCCN(C(=O)NC1=CC(=C(C=C1)F)Cl)[C@@H](C)C1=CNC(C2=CC=CC=C12)=O